FC(C=1C(N(N=C(C1)C#CCC1(CC1)C(=O)N1CCN(CC1)C1=NC=C(C=N1)C(F)(F)F)COCC[Si](C)(C)C)=O)(F)F 4-(trifluoromethyl)-6-[3-[1-[4-[5-(trifluoromethyl)pyrimidin-2-yl]piperazine-1-carbonyl]cyclopropyl]prop-1-ynyl]-2-(2-trimethylsilylethoxymethyl)pyridazin-3-one